3-ethyl-6,6-dimethyl-1,3-cyclohexadiene C(C)C=1C=CC(CC1)(C)C